CC1=NN(C2=C1CN(CC2)C=2C1=C(N=C(N2)C)C(=NN1C)C)CC12CCC(CC1)(CC2)N2CCOCC2 4-(4-((3-methyl-5-(1,3,5-trimethyl-1H-pyrazolo[4,3-d]pyrimidin-7-yl)-4,5,6,7-tetrahydro-1H-pyrazolo[4,3-c]pyridin-1-yl)methyl)bicyclo[2.2.2]octan-1-yl)morpholine